BrC1=CC(=CC=C1)OC(C([2H])([2H])[2H])([2H])[2H] 1-Bromo-3-(1,1,2,2,2-pentadeuteroethoxy)benzene